(3R,4S)-2-Methyltetrahydrofuran-3-yl (8-amino-7-fluoro-6-(8-methyl-2,3-dihydro-1H-pyrido[2,3-b][1,4]oxazin-7-yl)isoquinolin-3-yl)carbamate NC=1C(=C(C=C2C=C(N=CC12)NC(O[C@H]1C(OCC1)C)=O)C1=C(C2=C(OCCN2)N=C1)C)F